NC1CCC2=CC(N(N=C2C1)C)=O 7-amino-2-methyl-5,6,7,8-tetrahydrocinnolin-3-one